ClC1=NC=C(C(=N1)Cl)CCN1N=C(C=2C1=NC(=CN2)N2CC(C2)[C@@H]2CN(CCC2)CCO)C#C 2-((3R)-3-(1-(1-(2-(2,4-dichloropyrimidin-5-yl)ethyl)-3-ethynyl-1H-pyrazolo[3,4-b]pyrazin-6-yl)azetidin-3-yl)piperidin-1-yl)ethan-1-ol